2-(4-tert-butylphenyl)thiazol C(C)(C)(C)C1=CC=C(C=C1)C=1SC=CN1